(R)-4-(3-(3-aminopiperidine-1-carbonyl)-1-(quinolin-6-yl)-1H-pyrazol-5-yl)benzonitrile N[C@H]1CN(CCC1)C(=O)C1=NN(C(=C1)C1=CC=C(C#N)C=C1)C=1C=C2C=CC=NC2=CC1